4-[[(2R,3s,4r,5r)-3-(3,4-difluoro-2-methoxy-phenyl)-4,5-dimethyl-5-(trifluoromethyl)tetrahydrofuran-2-carbonyl]amino]-5-methyl-pyridine-2-carboxamide FC=1C(=C(C=CC1F)[C@H]1[C@@H](O[C@]([C@@H]1C)(C(F)(F)F)C)C(=O)NC1=CC(=NC=C1C)C(=O)N)OC